2-(2-fluoro-6-isopropylphenyl)-4,4,5,5-tetramethyl-1,3,2-dioxaborolan FC1=C(C(=CC=C1)C(C)C)B1OC(C(O1)(C)C)(C)C